C(CCC)C=1N(C2=C(C(NNC2=O)=O)N1)CC1=CC=C(C=C1)OC 2-butyl-3-[(4-methoxyphenyl)methyl]-5,6-dihydroimidazo[4,5-d]pyridazine-4,7-dione